OC[C@]1(O[C@H](CN(C1)C(C)C)N1C(NC(C(=C1)C)=O)=O)CO[Si](C(C)C)(C(C)C)C(C)C 1-[(2R,6S)-6-(hydroxymethyl)-4-isopropyl-6-(triisopropylsilyloxymethyl)morpholin-2-yl]-5-methyl-pyrimidine-2,4-dione